C1=C(C=CC2=CC=CC=C12)N[C@@H](C)C(=O)O (2-naphthalenyl)alanine